4-amino-3-bromothieno[3,2-c]pyridine-2-carboxylic acid methyl ester COC(=O)C1=C(C=2C(=NC=CC2S1)N)Br